7-ethylsulfonyl-6-[1-(2,2,3,3,3-pentafluoropropyl)pyrazolo[3,4-c]pyridin-5-yl]-2-(trifluoromethyl)quinoxaline C(C)S(=O)(=O)C1=C(C=C2N=CC(=NC2=C1)C(F)(F)F)C=1C=C2C(=CN1)N(N=C2)CC(C(F)(F)F)(F)F